ClC=1C=C2C(=NC1OC)C(=C(N2C)C2=NC(=NN2)[C@@H](C(F)(F)F)OC)N2C=NC=C2 (S)-6-chloro-3-(1H-imidazol-1-yl)-5-methoxy-1-methyl-2-(3-(2,2,2-trifluoro-1-methoxy-ethyl)-1H-1,2,4-triazol-5-yl)-1H-pyrrolo[3,2-b]pyridine